FC1=CC=C(C=2N=C(SC21)N)C2=C(C=C1C(=NC(=NC1=C2F)OCC21CCCN1CCC2)N([C@H]2CNCC2)C)C(F)(F)F 7-fluoro-4-((R)-8-fluoro-4-(methyl((R)-pyrrolidin-3-yl)amino)-2-((tetrahydro-1H-pyrrolizin-7a(5H)-yl)methoxy)-6-(trifluoromethyl)quinazolin-7-yl)benzo[d]thiazol-2-amine